N-[(2-{[(2,2-dimethylpropyl)amino]methyl}-1H-indol-6-yl)methyl]-1H-pyrrolo[2,3-b]pyridine-5-carboxamide CC(CNCC=1NC2=CC(=CC=C2C1)CNC(=O)C=1C=C2C(=NC1)NC=C2)(C)C